C(CCCC)(=O)OC1=C2C(=C(NC2=CC=C1)C(F)(F)F)CCN(C)C 3-[2-(dimethylamino)ethyl]-2-trifluoromethyl-1H-indol-4-yl pentanoate